OC1=C(C(=C(C(=C1O)O)O)O)O hexa-hydroxybenzene